2-(1-methyl-1H-pyrrol-2-yl)-2H-tetrazole-5-carboxylic acid CN1C(=CC=C1)N1N=C(N=N1)C(=O)O